3,4-dihydro-1,4-benzo[1,4]oxazine O1CCNC2=C1C=CC=C2